CC1=CC=C(OCC(=O)N(C2CSCC2)C2=CC=CC=C2)C=C1 2-(4-methylphenoxy)-N-phenyl-N-tetrahydrothiophen-3-ylacetamide